C(C)(C)NC=1C2=C(N=C(N1)NC1=CC=C(C=3CCOC31)C(=O)N3CCOCC3)NC=C2C(F)(F)F (7-((4-(isopropylamino)-5-(trifluoromethyl)-7H-pyrrolo[2,3-d]pyrimidin-2-yl)amino)-2,3-dihydrobenzo-furan-4-yl)(morpholino)methanone